1,4-Dibromo-2-nitrobenzene BrC1=C(C=C(C=C1)Br)[N+](=O)[O-]